3-(3,4-dichloro-2-methyl-2H-indazol-5-yl)-1H-pyrazolo[3,4-d]pyrimidine-4-carboxamide ClC=1N(N=C2C=CC(=C(C12)Cl)C1=NNC2=NC=NC(=C21)C(=O)N)C